ethyl N-thiocarbonylcarbamate C(=S)=NC(OCC)=O